2-amino-N-(1-(1-(hydroxyimino)-2-phenyl-8-(phenylethynyl)-1,2-dihydroisoquinolin-3-yl)ethyl)pyrazolo[1,5-a]pyrimidine-3-carboxamide NC1=NN2C(N=CC=C2)=C1C(=O)NC(C)C=1N(C(C2=C(C=CC=C2C1)C#CC1=CC=CC=C1)=NO)C1=CC=CC=C1